1-hydroxy-2-ethyl-3-[2-(4-chlorophenyl)-2-oxoethyl]Imidazole ON1C(N(C=C1)CC(=O)C1=CC=C(C=C1)Cl)CC